N[C@H]1[C@@H](CC1)N trans-1,2-diaminocyclobutane